3,5-di(tert-octyl)phenol C(C)(C)(CC(C)(C)C)C=1C=C(C=C(C1)C(C)(C)CC(C)(C)C)O